OC1=C(C(=O)NC2=CC(=CC=C2)N2CCOCC2)C(=CC(=C1)C(C)(CCCCCC)C)O 2,6-dihydroxy-4-(2-methyloctan-2-yl)-N-(3-morpholinophenyl)benzamide